1-[2-chloro-4-(trifluoromethyl)phenyl]-4-{3-fluoro-2'-methoxy-[2,3'-bipyridin]-5-yl}-N-[2-(methylamino)ethyl]piperidine-4-carboxamide ClC1=C(C=CC(=C1)C(F)(F)F)N1CCC(CC1)(C(=O)NCCNC)C=1C=C(C(=NC1)C=1C(=NC=CC1)OC)F